[Si](C)(C)(C(C)(C)C)O[C@@H](C/C=C/C(=O)N[C@@H](C(=O)OC)CC1=CC(=C(C=C1)OC)Cl)[C@@H](\C=C\C1=NC=CN=C1)C methyl (R)-2-((2E,5S,6R,7E)-5-((tert-butyldimethylsilyl)oxy)-6-methyl-8-(pyrazin-2-yl)octa-2,7-dienamido)-3-(3-chloro-4-methoxyphenyl)propanoate